2-[(3R)-4-(cyclopropylcarbonyl)-3-methylpiperazin-1-yl]-5-[5-(1-methylethyl)-1,3-oxazol-2-yl]-4-(1-methyl-1H-pyrazol-4-yl)pyrimidine C1(CC1)C(=O)N1[C@@H](CN(CC1)C1=NC=C(C(=N1)C=1C=NN(C1)C)C=1OC(=CN1)C(C)C)C